NCCCC1=NN=C(S1)NC(C)=O N-[5-(3-aminopropyl)-1,3,4-thiadiazol-2-yl]acetamide